C1(=CC=CC=C1)CC(=O)N[C@@H](C(C)C)C(=O)O phenylacetylvaline